C(C)OC=CC=1C=C(C=CC1)C1=NC=2N(C(=C1)N1CCN(CC1)C(=O)OCC1=CC=CC=C1)N=C(C2C2=CC=CC=C2)C Benzyl 4-(5-(3-(2-ethoxyvinyl)phenyl)-2-methyl-3-phenylpyrazolo[1,5-a]-pyrimidin-7-yl)piperazine-1-carboxylate